rac-(3R,5R)-5-{2-[(4-sulfamoylphenyl)amino]pyrimidin-5-yl}oxolan-3-yl N-(1-methylcyclopropyl)carbamate CC1(CC1)NC(O[C@H]1CO[C@H](C1)C=1C=NC(=NC1)NC1=CC=C(C=C1)S(N)(=O)=O)=O |r|